(2R)-6-chloro-4-oxo-N-(3-{4-[(2S)-2-(trifluoromethoxy)propoxy]-1H-pyrazol-1-yl}bicyclo[1.1.1]pentan-1-yl)-3,4-dihydro-2H-1-benzopyran-2-carboxamide ClC=1C=CC2=C(C(C[C@@H](O2)C(=O)NC23CC(C2)(C3)N3N=CC(=C3)OC[C@H](C)OC(F)(F)F)=O)C1